NC=1N=CC(=NC1)C(O)C1CC1 (5-aminopyrazin-2-yl)(cyclopropyl)methanol